OC1=C(C(=O)C2=CC=CC=C2)C=CC(=C1)OCCCCCCCCCCCC 2-hydroxy-4-dodecyl-oxybenzophenone